rhodium bisphosphite P([O-])([O-])[O-].P([O-])([O-])[O-].[Rh+6]